COC(=O)C=1NC2=C(C=CC=C2C1C1=CCCCC1)C 3-(cyclohexen-1-yl)-7-methyl-1H-indole-2-carboxylic acid methyl ester